OC1=CC=C(C=C1)[S+](C)CC1=CC=CC2=CC=CC=C12 4-hydroxyphenyl-(α-naphthylmethyl)methyl-sulfonium